4-[5-(aminomethyl)pyrimidin-2-yl]-3-(5-ethyl-2-methylpyrazol-3-yl)oxybenzonitrile NCC=1C=NC(=NC1)C1=C(C=C(C#N)C=C1)OC=1N(N=C(C1)CC)C